[Pd].OS(=O)(=O)C(F)(F)F (triflic acid) palladium